ethyl (2R)-2-aminopentanoate N[C@@H](C(=O)OCC)CCC